C([C@@H]1[C@H]([C@@H]([C@H]([C@@H](O1)O[C@@H]2[C@H](O[C@@H]([C@@H]([C@H]2O)O)O[C@@H]3[C@@H]([C@H]([C@@H]([C@H](O3)CO)O)O)O)CO)O)O)O)O The molecule is a glucotriose consisting of a beta-D-glucopyranose residue and two alpha-D-glucopyranose residues joined in sequence by (1->4) and (1->1) glycosidic bonds. It is a glucotriose and a glycosyl glycoside derivative.